NC=1C(=C(C=CC1)[C@H]([C@@H]1N(C2(CC1C2)C)C(=O)OC(C)(C)C)O)F tert-Butyl (R)-3-((R)-(3-amino-2-fluorophenyl)(hydroxy)methyl)-1-methyl-2-azabicyclo[2.1.1]hexane-2-carboxylate